C1(CC1)S(=O)(=O)N1N=CC(=C1)C1=NC=CC(=N1)NC1=CC2=C(C=N1)C(=NN2C(C)C)N2CCNCC2 N-(2-(1-(cyclopropylsulfonyl)-1H-pyrazol-4-yl)pyrimidin-4-yl)-1-isopropyl-3-(piperazin-1-yl)-1H-pyrazolo[4,3-c]pyridin-6-amine